[5-bromospiro[indane-1,3'-pyrrolidine]-1'-yl]-[3-(4-pyridyl)-1H-pyrazol-5-yl]methanone BrC=1C=C2CCC3(CN(CC3)C(=O)C3=CC(=NN3)C3=CC=NC=C3)C2=CC1